Cobalt-Chromium [Cr].[Co]